CN1N=NC(=C1)C1=NC(=C(C=C1)NS(=O)(=O)C)C 1-methyl-4-(6-methyl-5-(methylsulfonamido)pyridin-2-yl)-1H-1,2,3-triazole